3-[2-(dimethylamino)ethyl]-6-{[2-(1-methylpyrazol-4-yl)-4-pyridyl]oxy}quinazolin-4-one CN(CCN1C=NC2=CC=C(C=C2C1=O)OC1=CC(=NC=C1)C=1C=NN(C1)C)C